4-(4-fluorophenyl)-1-(6-(pyridin-3-yl)pyrazin-2-yl)piperidin-4-ol FC1=CC=C(C=C1)C1(CCN(CC1)C1=NC(=CN=C1)C=1C=NC=CC1)O